N-METHYL-DL-ASPARTIC ACID CN[C@@H](CC(=O)O)C(=O)O |r|